2-[(6S)-6-[4-mesyl-3-(trifluoromethyl)phenoxy]-2-azaspiro[3.4]octane-2-carbonyl]-7-oxa-2,5-diazaspiro[3.4]octan-6-one S(=O)(=O)(C)C1=C(C=C(O[C@@H]2CC3(CN(C3)C(=O)N3CC4(C3)NC(OC4)=O)CC2)C=C1)C(F)(F)F